OC1=C(C=CC=C1)C=CC(=O)N 3-(2-hydroxyphenyl)propenamide